CC1(CN(CCN1C)C1=CC=C(C=C1)N1C=NC(=C1)NC=1N=CC(=NC1)C#N)C 5-((1-(4-(3,3,4-Trimethylpiperazin-1-yl)phenyl)-1H-imidazol-4-yl)amino)pyrazine-2-carbonitrile